FC1=C(C(=CC(=C1)C(NC)=O)F)C=1N=C2N(C=CC(=C2)C)C1CC1CN(CCO1)C(=O)OC methyl 2-((2-(2,6-difluoro-4-(methylcarbamoyl)phenyl)-7-methylimidazo[1,2-a]pyridin-3-yl)methyl)morpholine-4-carboxylate